tert-butyl 7-({6-[2-(morpholin-4-yl)acetamido]pyridin-3-yl}amino)-1,2,3,4-tetrahydro-2,6-naphthyridine-2-carboxylate N1(CCOCC1)CC(=O)NC1=CC=C(C=N1)NC1=NC=C2CCN(CC2=C1)C(=O)OC(C)(C)C